CC=1C(C(CCC1)(C)C)C(\C=C\C)=O (2E)-1-[2,6,6-trimethyl-2-cyclohexen-1-yl]-2-buten-1-one